4-(4-(3-isopropyl-2-(7-methyl-[1,2,3]triazolo[1,5-a]pyridin-5-yl)-1H-indol-5-yl)piperidin-1-yl)tetrahydro-2H-thiopyran 1,1-dioxide C(C)(C)C1=C(NC2=CC=C(C=C12)C1CCN(CC1)C1CCS(CC1)(=O)=O)C1=CC=2N(C(=C1)C)N=NC2